6-(4-chlorophenyl)-2-(3-fluorophenyl)-N-[(3R)-3-hydroxybutyl]-3-oxo-2,3-dihydropyridazine-4-carboxamide ClC1=CC=C(C=C1)C=1C=C(C(N(N1)C1=CC(=CC=C1)F)=O)C(=O)NCC[C@@H](C)O